CC1=C(C(NC(=C1)C)=O)CNC(=O)C=1C(=C(N2C=CC=C2C1)C(C)OCC=1SC=CC1)C N-((4,6-dimethyl-2-oxo-1,2-dihydropyridin-3-yl)methyl)-6-methyl-5-(1-(thien-2-ylmethoxy)ethyl)indolizine-7-carboxamide